2-METHYL-5-CHLOROPYRIDINE-4-BORONIC ACID CC1=NC=C(C(=C1)B(O)O)Cl